3-ethylaminopropyl propionate C(CC)(=O)OCCCNCC